C(C1=CC=CC=C1)NC1=NC=C(C(=O)N[C@H]2COC3=CC(=CC=C3C2)N2CCNCC2)C=C1 (R)-6-(benzylamino)-N-(7-(piperazin-1-yl)chroman-3-yl)nicotinamide